[Si]([O-])([O-])([O-])[O-].P(=O)(=O)CCC[N+](CCC)(CCC)CCC.P(=O)(=O)CCC[N+](CCC)(CCC)CCC.P(=O)(=O)CCC[N+](CCC)(CCC)CCC.P(=O)(=O)CCC[N+](CCC)(CCC)CCC phosphotetrapropylammonium silicate salt